(Z)-1-acetyl-3-((5-isopropyl-1-(3-phenoxypropyl)-1H-imidazol-4-yl)methylene)piperazine-2,5-dione C(C)(=O)N1C(/C(/NC(C1)=O)=C/C=1N=CN(C1C(C)C)CCCOC1=CC=CC=C1)=O